2-methyl-N-[1-(3-nitrophenyl)ethyl]pyrimidin-4-amine CC1=NC=CC(=N1)NC(C)C1=CC(=CC=C1)[N+](=O)[O-]